BrC1=CC=C(C=C1)C(C=CC1=CC(=C(OC(C(=O)O)(C)C)C=C1)C(F)(F)F)=O 2-[4-[3-(4-Bromophenyl)-3-oxoprop-1-enyl]-2-(trifluoromethyl)phenoxy]-2-methylpropanoic acid